magnesium acetate, magnesium salt [Mg+2].C(C)(=O)[O-].[Mg+2].C(C)(=O)[O-].C(C)(=O)[O-].C(C)(=O)[O-]